(R)-tert-butyl 4-(4-bromopyridin-2-yl)-2-methylpiperazine-1-carboxylate BrC1=CC(=NC=C1)N1C[C@H](N(CC1)C(=O)OC(C)(C)C)C